(5RS,7RS)-2-[(6-Chloropyridin-3-yl)methyl]-5-{[(3R)-3-fluoropyrrolidin-1-yl]carbonyl}-7-(trifluoromethyl)-5,6,7,8-tetrahydro[1,2,4]triazolo[4,3-a]pyridin-3(2H)-one ClC1=CC=C(C=N1)CN1N=C2N([C@H](C[C@H](C2)C(F)(F)F)C(=O)N2C[C@@H](CC2)F)C1=O |&1:12,14|